COC1=CC=C(C=C1)/C=C/C(=O)NC=1C=C2C=C(NC2=CC1)C(=O)O (E)-5-(3-(4-methoxyphenyl)acrylamido)-1H-indole-2-carboxylic acid